C(C)C1=C(C(=CC(=C1)CCCCCCC)C(C)(C)C)O ethyl-6-tert-butyl-4-heptylphenol